3-fluoro-N-{4-fluoro-3-[5-(pyrrolidin-1-yl)-2H-pyrazolo[3,4-b]pyridin-2-yl]phenyl}azetidine FC1CN(C1)C1=CC(=C(C=C1)F)N1N=C2N=CC(=CC2=C1)N1CCCC1